ethyl 2-(4-(2-ethyl-6-(1-methyl-5-(((tetrahydro-2H-pyran-2-yl)oxy)methyl)-1H-1,2,3-triazol-4-yl)pyridin-3-yl)morpholin-2-yl)acetate C(C)C1=NC(=CC=C1N1CC(OCC1)CC(=O)OCC)C=1N=NN(C1COC1OCCCC1)C